CC[C@H](C=C[C@@H](C)[C@H]1CC[C@H]2[C@@H]3CC=C4C[C@H](CC[C@]4(C)[C@H]3CC[C@]12C)O)C(C)C stigmasta-6(5),22(23)-dien-3beta-ol